(R)-1-(2-(5-bromo-1H-indol-3-yl)ethyl)-7-(cyclopentyloxy)-6-methoxy-3,4-dihydroisoquinoline-2(1H)-formaldehyde BrC=1C=C2C(=CNC2=CC1)CC[C@H]1N(CCC2=CC(=C(C=C12)OC1CCCC1)OC)C=O